5-(4-tert-butylphenyl)-4H-1,2,4-triazole C(C)(C)(C)C1=CC=C(C=C1)C=1NC=NN1